((S)-5-((S)-2-(2-((2-fluorophenyl)amino)-2-oxoacetamido)-4-methylpentanoylamino)-6-oxo-7-(2,3,5,6-tetrafluorophenoxy)heptyl)carbamic acid tert-butyl ester C(C)(C)(C)OC(NCCCC[C@@H](C(COC1=C(C(=CC(=C1F)F)F)F)=O)NC([C@H](CC(C)C)NC(C(=O)NC1=C(C=CC=C1)F)=O)=O)=O